2,2-dinitrylethane [N+](=O)([O-])C(C)[N+](=O)[O-]